oxo-chroman O=C1OC2=CC=CC=C2CC1